FC(C(=O)O)(F)F.NC=1N=CC(=NC1N1NC=CN1)C=1C=C(C=CC1C)C(CO)(C(F)(F)F)O 2-(3-(5-Amino-6-(1H-1,2,3-triazol-2-yl)pyrazin-2-yl)-4-methylphenyl)-3,3,3-trifluoropropane-1,2-diol, trifluoroacetate salt